FC1=CC=C(C=C1)C1=NN2C(N=CC(=C2)C(=O)O)=C1 2-(4-fluorophenyl)pyrazolo[1,5-a]pyrimidine-6-carboxylic acid